C(C)(=O)OC(C=CC(=CC1=CC=C(C=C1)C)C)OC(C)=O 4-methyl-5-(p-tolyl)penta-2,4-diene-1,1-diyl diacetate